tert-butyl 4-[4-(hydroxymethyl)phenyl]piperidine-1-carboxylate OCC1=CC=C(C=C1)C1CCN(CC1)C(=O)OC(C)(C)C